CNCC(=O)NCC1(CCCCC1)CC(NC=1SC2=C(N1)C=CC(=C2)OC(F)(F)F)=O 2-(methylamino)-N-((1-(2-oxo-2-((6-(trifluoromethoxy)benzo[d]thiazol-2-yl)amino)ethyl)cyclohexyl)methyl)acetamide